NC1=NC(=CC(=N1)N1N=NC=C1)C=1OC=CC1 1-(2-amino-6-(furan-2-yl)pyrimidin-4-yl)-1H-1,2,3-triazole